NCCCN(CCN)CCCN N,N-Bis(3-aminopropyl)-ethylendiamin